ethanoic propanoic anhydride C(CC)(=O)OC(C)=O